2-(3,9-diazabicyclo[3.3.1]nonan-3-yl)-4-methoxy-7-(thiazol-2-yl)benzo[d]oxazole C12CN(CC(CCC1)N2)C=2OC1=C(N2)C(=CC=C1C=1SC=CN1)OC